4-methylpentan-1-one CC(CCC=O)C